tert-butyl (2-((2-(N,N-bis(4-methoxybenzyl)sulfamoyl)-4-iodo-3-(1-(4-methoxybenzyl)-1H-tetrazol-5-yl)phenyl)sulfonamido)ethyl)carbamate COC1=CC=C(CN(S(=O)(=O)C2=C(C=CC(=C2C2=NN=NN2CC2=CC=C(C=C2)OC)I)S(=O)(=O)NCCNC(OC(C)(C)C)=O)CC2=CC=C(C=C2)OC)C=C1